COC(C1=CC=C(C=C1)NC1=NC(=CN=C1C#N)N1C[C@@H](CCC1)N1C(N(CC1)C)=O)=O (R)-4-((3-cyano-6-(3-(3-methyl-2-oxoimidazolidin-1-yl)piperidin-1-yl)pyrazin-2-yl)amino)benzoic acid methyl ester